FC=1C=C(C=C2C(N(C(S2)=NN=C2C(NC3=CC=C(C=C23)F)=O)C2=CC=CC=C2)=O)C=CC1O 3-(2-(5-(3-fluoro-4-hydroxybenzylidene)-3-phenyl-4-oxothiazolidine-2-ylidene)hydrazono)-5-fluoro-1H-indol-2-one